N,N-dimethyl-6-((benzenesulfonyl)methyl)pyridin-2-amine CN(C1=NC(=CC=C1)CS(=O)(=O)C1=CC=CC=C1)C